2-(6-(3,5-difluoro-6-((1-methyl-1H-indazol-6-yl)methoxy)pyridin-2-yl)-6-azaspiro[2.5]oct-1-yl)-1-((S)-oxetan-2-ylmethyl)-1H-benzo[d]imidazole-6-carboxylic acid FC=1C(=NC(=C(C1)F)OCC1=CC=C2C=NN(C2=C1)C)N1CCC2(CC2C2=NC3=C(N2C[C@H]2OCC2)C=C(C=C3)C(=O)O)CC1